(S)-2-amino-3-(4-bromo-2-fluorophenyl)propionitrile hydrochloride Cl.N[C@H](C#N)CC1=C(C=C(C=C1)Br)F